1,3-dihydroisoquinoline-2-carboxylic acid benzyl ester C(C1=CC=CC=C1)OC(=O)N1CC2=CC=CC=C2CC1